C(#N)[C@]1(CC12CC2)C=2C=C1C=C(N=CC1=CC2)NC(=O)C2CC(C2)OC(F)F (1S,3S)-N-(6-((S)-1-cyanospiro[2.2]pentan-1-yl)isoquinolin-3-yl)-3-(difluoromethoxy)cyclobutane-1-carboxamide